benzyl-2-[(2-hydroxyethyl) amino]-1-methyl-2-oxoethyltrithiocarbonate C(C1=CC=CC=C1)C(C(=O)NCCO)(C)[SH-]C([S-])=S